CC1CCC2=NC=CN=C21 5-methyl-6,7-dihydro-5H-cyclopenta[b]pyrazine